4-oxo-1-thia-3a-aza-3-indanecarboxylic acid O=C1N2C(CSC2=CC=C1)C(=O)O